C(C)(=O)C1=NN2C(C(=CC(=C2)OC)OCC(=O)O)=C1 2-((2-acetyl-6-methoxypyrazolo[1,5-a]pyridin-4-yl)oxy)acetic acid